FC1(CCC(CC1)[C@@H](C=1N=C2N(N=CC(=N2)[C@H]2N(CC[C@@H](C2)O)C(=O)OC(C)(C)C)C1)NC(=O)C=1N(N=CN1)C(C)C)F tert-Butyl (2S,4S)-2-(6-{(S)-(4,4-difluorocyclohexyl)[(2-isopropyl-1,2,4-triazole-3-carbonyl)amino]methyl}imidazo[1,2-b][1,2,4]triazin-3-yl)-4-hydroxypiperidine-1-carboxylate